tributyl-(2-thienyl)stannane C(CCC)[Sn](C=1SC=CC1)(CCCC)CCCC